BrC=1NC(=C(N1)Br)Br 2,4,5-Tribromoimidazole